(R)-2-bromo-4-(2-((tert-butyldimethylsilyl)oxy)propoxy)-3-fluorobenzonitrile BrC1=C(C#N)C=CC(=C1F)OC[C@@H](C)O[Si](C)(C)C(C)(C)C